C(C=C)(=O)N1CCNCC1 4-prop-2-enoylpiperazin